C(C)(=O)NC=1C=C2C(=CN1)N(C=C2C2=CC(=C(C(=O)NC)C(=C2)C)C)C 4-(5-acetamido-1-methyl-1H-pyrrolo[2,3-c]pyridin-3-yl)-N,2,6-trimethylbenzamide